D-norvalinol N[C@H](CCC)CO